OC[C@H](C(=O)N)NC(=O)C1=C(SC2=C1C=C(C=C2)OCC2=NC=CC=C2)C (2R)-3-hydroxy-2-({2-methyl-5-[(pyridin-2-yl)methoxy]-1-benzothiophen-3-yl}formamido)propanamide